9,10-Dihydro-10-(2,3-dicarboxypropyl)-9-oxa-10-phosphaphenanthrene C(=O)(O)C(CP1OC2=CC=CC=C2C=2C=CC=CC12)CC(=O)O